COC(C(C(=O)O)(OC)C(C1=CC=CC=C1)=O)C(=O)O dimethylbenzoyltartaric acid